COC(C1=C(C=CC(=C1)S(=O)(=O)N1C(CCC2=CC(=CC=C12)C1COC1)C1CC1)OCC1CCOCC1)=O 5-((2-cyclopropyl-6-(oxetan-3-yl)-3,4-dihydroquinolin-1(2H)-yl)sulfonyl)-2-((tetrahydro-2H-pyran-4-yl)methoxy)benzoic acid methyl ester